ClC=1C=2C(=CNC2C2=C(C1)CN(S(N2)(=O)=O)CC2=CC=CC(N2C)=O)Cl 6-((6,7-dichloro-2,2-dioxido-4,9-dihydro-[1,2,6]thiadiazino[4,3-g]indol-3(1H)-yl)methyl)-1-methylpyridin-2(1H)-one